(2R,4S)-1-[2-(3-chlorophenyl)-ethyl]-4-[(4-methanesulfonylphenoxy)meth-yl]-2-methyl-pyrrolidine ClC=1C=C(C=CC1)CCN1[C@@H](C[C@@H](C1)COC1=CC=C(C=C1)S(=O)(=O)C)C